CS(=O)(=O)OC(C(=O)N)C1=CC=C(C=C1)N(C)C(=O)OC(C)(C)C 2-amino-1-(4-((tert-butoxycarbonyl) (methyl) amino) phenyl)-2-oxoethyl methanesulfonate